C(C)NS(=O)(=O)C1=C(C=CC(=C1)NC1(COC1)CC(C)C)C1=CN=C(S1)[C@@H]1CC[C@H](CC1)NC(OC(C)C)=O isopropyl trans-N-[4-[5-[2-(ethylsulfamoyl)-4-[(3-isobutyloxetan-3-yl)amino]phenyl]thiazol-2-yl]cyclohexyl]carbamate